3-benzyloxy-2-bromo-5-fluoro-N-(2,2,2-trifluoroethyl)aniline C(C1=CC=CC=C1)OC=1C(=C(NCC(F)(F)F)C=C(C1)F)Br